2-benzyl-2-azaspiro[3.3]heptan-6-yl (2R,6S)-4-{5-fluoro-[1,3]thiazolo[5,4-b]pyridin-2-yl}-2,6-dimethylpiperazine-1-carboxylate FC1=CC=C2C(=N1)SC(=N2)N2C[C@H](N([C@H](C2)C)C(=O)OC2CC1(CN(C1)CC1=CC=CC=C1)C2)C